O=C1NC(CCC1N1C(C=CC1=O)=O)=O 1-(2,6-dioxopiperidin-3-yl)-2,5-dioxo-2,5-dihydro-1H-pyrrol